N-glycolylneuraminate C(CO)(=O)N[C@@H]1[C@H](CC(C([O-])=O)(O)O[C@H]1[C@H](O)[C@H](O)CO)O